tert-butyl 1-(((benzyloxy) carbonyl) glycyl)-5-oxopyrrolidine-2-carboxylate C(C1=CC=CC=C1)OC(=O)NCC(=O)N1C(CCC1=O)C(=O)OC(C)(C)C